4-(9-anthryl)methylene-2,6-di-tert-butyl-2,5-cyclohexadiene-1-one C1=CC=CC2=CC3=CC=CC=C3C(=C12)C=C1C=C(C(C(=C1)C(C)(C)C)=O)C(C)(C)C